O=C1NC2=CC(=CN=C2C2=C1CCC2)C(=O)OC methyl 6-oxo-6,7,8,9-tetrahydro-5H-cyclopenta[c][1,5]naphthyridine-3-carboxylate